Bis-acrylic amide C(C=C)(=O)N.C(C=C)(=O)N